FC(OC1=CC=C(C=C1)C(C)N1N=CC2=C(C=CC(=C12)C(=O)O)C#CC)F 1-(1-(4-(difluoromethoxy)phenyl)ethyl)-4-(propan-1-yn-1-yl)-1H-indazole-7-carboxylic acid